2-amino-7-cyclopentylimidazo[5,1-f][1,2,4]triazin-4(3H)-one NC1=NN2C(C(N1)=O)=CN=C2C2CCCC2